(E)-ethyl 2-dodecenoate C(\C=C\CCCCCCCCC)(=O)OCC